(decahydronaphthalene-1,4-diyl)dimethanol C1(CCC(C2CCCCC12)CO)CO